(3S)-8-((3S,5R)-4-acryloyl-3,5-dimethylpiperazin-1-yl)-10-chloro-11-(2,4-difluorophenyl)-3-methoxy-3,4-dihydro-2H,6H-[1,4]thiazepino[2,3,4-ij]quinazolin-6-one C(C=C)(=O)N1[C@H](CN(C[C@H]1C)C1=NC(N2C3=C(C(=C(C=C13)Cl)C1=C(C=C(C=C1)F)F)SC[C@H](C2)OC)=O)C